Methyl 3-(3-acetoxypropyl)-6-chloro-7-(2-(((4-methoxybenzyl)oxy)methyl)-4,5,6,7-tetrahydropyrazolo[1,5-a]pyridin-3-yl)-1-methyl-1H-indole-2-carboxylate C(C)(=O)OCCCC1=C(N(C2=C(C(=CC=C12)Cl)C=1C(=NN2C1CCCC2)COCC2=CC=C(C=C2)OC)C)C(=O)OC